3-((4-(5-(chlorodifluoromethyl)-1,2,4-oxadiazol-3-yl)phenyl)amino)-4-(dimethylamino)cyclobut-3-ene-1,2-dione ClC(C1=NC(=NO1)C1=CC=C(C=C1)NC=1C(C(C1N(C)C)=O)=O)(F)F